METHYL (1S,5'E,11'R)-6-CHLORO-11'-HYDROXY-8'-METHYL-9'-OXO-3,4-DIHYDRO-2H-SPIRO[NAPHTHALENE-1,18'-[16]OXA[1,8]DIAZATRICYCLO[10.7.2.015,20]HENICOSA[5,12,14,20]TETRAENE]-11'-CARBOXYLATE ClC=1C=C2CCC[C@]3(COC4=CC=C5[C@](CC(N(C/C=C/CCCN(C3)C4=C5)C)=O)(C(=O)OC)O)C2=CC1